CC(CC(C)C)NC1=CC=C(C=C1)NC1=CC=CC=C1 N-(1,3-dimethylbutyl)-N'-phenylbenzene-1,4-diamine